C(#C)C1=C2C(=NN(C2=CC(=C1)[N+](=O)[O-])C1OCCCC1)F 4-ethynyl-3-fluoro-6-nitro-1-(tetrahydro-2H-pyran-2-yl)-1H-indazole